C(C1=CC=CC=C1)OP(=O)(OCC1=CC=CC=C1)CCCCCCCCCCCCCCC(C(=O)OCC1=CC=CC=C1)(C(=O)ON1C(CCC1=O)=O)CCCCCCCCCCCCCCP(=O)(OCC1=CC=CC=C1)OCC1=CC=CC=C1 1-Benzyl 3-(2,5-dioxopyrrolidin-1-yl) 2,2-bis(14-(bis(benzyloxy)phosphoryl)tetradecyl)malonate